COC1=CC2=C(N(C=N2)C2=CC=C(C(=N2)NCC=2SC=CC2)C(=O)OCC)C=C1OC ethyl 6-(5,6-dimethoxybenzimidazol-1-yl)-2-(2-thienylmethylamino)pyridine-3-carboxylate